4-amino-N-((2-(2-((cis)-2,6-dimethylmorpholino)pyrimidin-4-yl)-1,6-naphthyridin-7-yl)methyl)-3-(methylsulfonyl)benzamide NC1=C(C=C(C(=O)NCC2=NC=C3C=CC(=NC3=C2)C2=NC(=NC=C2)N2C[C@@H](O[C@@H](C2)C)C)C=C1)S(=O)(=O)C